4'-methyl-benzophenone CC1=CC=C(C=C1)C(C1=CC=CC=C1)=O